C(CCC)C1=NC(CC2=CC=CC=C12)COC1=CC(=C(C=C1)C)C(=O)OC Butyl-3-((3-(methoxycarbonyl)-4-methylphenoxy)methyl)-3,4-dihydroisoquinoline